6-(4-((R)-3-aminopyrrolidin-1-yl)phenyl)-2-((R)-(5-chloro-2-hydroxyphenyl)(1H-indol-2-yl)methyl)isoindolin-1-one N[C@H]1CN(CC1)C1=CC=C(C=C1)C1=CC=C2CN(C(C2=C1)=O)[C@@H](C=1NC2=CC=CC=C2C1)C1=C(C=CC(=C1)Cl)O